thiophen-2-yl-N,N-diphenyl-9H-carbazol-2-amine S1C(=CC=C1)C1=C(C=CC=2C3=CC=CC=C3NC12)N(C1=CC=CC=C1)C1=CC=CC=C1